gold sodium sulfite cyanide [C-]#N.S(=O)([O-])[O-].[Na+].[Au+3]